tert-butyl 2-(chloromethyl)-4-(2,4-difluorophenoxy)-1H-benzo[d]imidazole-1-carboxylate ClCC1=NC2=C(N1C(=O)OC(C)(C)C)C=CC=C2OC2=C(C=C(C=C2)F)F